2-(3-Oxa-7,9-diazabicyclo[3.3.1]nonan-9-yl)-5-(4-chloro-2-methyl-2H-indazol-5-yl)-3-methyl-3,7-dihydro-4H-pyrrolo[2,3-d]pyrimidin-4-one C12COCC(CNC1)N2C=2N(C(C1=C(N2)NC=C1C1=C(C2=CN(N=C2C=C1)C)Cl)=O)C